N-[(4-Fluorophenyl)methyl]-α-oxo-1H-indole-3-acetamide FC1=CC=C(C=C1)CNC(C(C1=CNC2=CC=CC=C12)=O)=O